2-bromo-3-(((2R,3R)-8-methoxy-2-(6-methoxypyridin-3-yl)-3-methyl-2,3-dihydrobenzo[b][1,4]dioxin-6-yl)methyl)-3H-imidazo[4,5-b]pyridine BrC1=NC=2C(=NC=CC2)N1CC1=CC2=C(O[C@@H]([C@H](O2)C)C=2C=NC(=CC2)OC)C(=C1)OC